NC1=C2C(=NC=N1)N(N=C2C2=CC=C(C=C2)OC2=CC=CC=C2)C2CCN(CC2)C2CCN(CC2)CC2CCN(CC2)C=2C=C1C(N(C(C1=CC2)=O)C2C(NC(CC2)=O)=O)=O 5-(4-((4-(4-amino-3-(4-phenoxyphenyl)-1H-pyrazolo(3,4-d)pyrimidin-1-yl)-(1,4'-bipiperidin)-1'-yl)methyl)piperidin-1-yl)-2-(2,6-dioxopiperidin-3-yl)isoindoline-1,3-dione